tin-titanium dioxide [O-2].[O-2].[Ti+4].[Sn+4]